Cl.C(=C)C(C1=CC=CC=C1)NCCC[Si](OCCCN)(OC)OC N-(vinyl-benzyl)-2-aminoethyl-3-aminopropyltrimethoxysilane hydrochloride